2-hydroxy-1-hydroxypropyl-5-sulfobenzoate OC(C(O)OC(C1=CC=CC(=C1)S(=O)(=O)O)=O)C